C(C)OC(C(C)(C)OC1=C(C=C(C=C1C)CN1C(N(CC1)C1=CC=C(C=C1)F)=O)C)=O 2-(4-((3-(4-Fluorophenyl)-2-oxoimidazolin-1-yl)methyl)-2,6-dimethylphenoxy)-2-methylpropanoic acid ethyl ester